CN1N=NC(=C1C=1C=C2C(=NC1)N(C=C2)[C@@H](C)C2=NC=CC=C2)C (S)-5-(1,4-dimethyl-1H-1,2,3-triazol-5-yl)-1-(1-(pyridin-2-yl)ethyl)-1H-pyrrolo[2,3-b]pyridine